COC([C@@H](CI)C)=O.[N+](=O)([O-])C1=C(C=C(CN2CCOCC2)C=C1)N1CCCCC1 4-(4-nitro-3-(piperidin-1-yl)benzyl)morpholine methyl-(2S)-3-iodo-2-methyl-propanoate